CN1N=C(CCC1=O)C(=O)NC1=NC=C(C=C1)CC1=CC(=C(C(=C1)F)F)F 1-methyl-6-oxo-N-(5-(3,4,5-trifluorobenzyl)pyridin-2-yl)-1,4,5,6-tetrahydropyridazine-3-carboxamide